O1C(OCC1)C1CCN(CC1)C=1C(=CC(=NC1)Cl)C 5-(4-(1,3-Dioxolan-2-yl)piperidin-1-yl)-2-chloro-4-methylpyridine